CC1=NN2C(C(=NC(=C2)NC(=O)C2CC2)C=2OC(=CC2)C)=N1 N-[2-methyl-8-(5-methylfuran-2-yl)-[1,2,4]triazolo[1,5-a]pyrazin-6-yl]cyclopropanecarboxamide